dileucine dimethyl-benzenesulfonate CC=1C(=C(C=CC1)S(=O)(=O)O)C.N[C@@H](CC(C)C)C(=O)O.N[C@@H](CC(C)C)C(=O)O